CC1=NC(=NC(=C1)C)NS(=O)(=O)C1=CC=C(C=C1)N1C(=CC=2CC(CCC12)N1CCN(CC1)C)C1=CC(=C(C=C1)OC)C N-(4,6-dimethyl-2-pyrimidinyl)-4-[4,5,6,7-tetrahydro-2-(4-methoxy-3-methylphenyl)-5-(4-methyl-1-piperazinyl)-1H-indol-1-yl]-benzenesulfonamide